C1C(CC2=CC=CC=C12)NC1=NC=C(C=N1)C=1C(=NN(C1)CC(=O)N1CC2=C(CC1)N=NN2)N(C)C 2-(4-{2-[(2,3-dihydro-1H-inden-2-yl)amino]pyrimidin-5-yl}-3-(dimethylamino)-1H-pyrazol-1-yl)-1-{3H,4H,5H,6H,7H-[1,2,3]triazolo[4,5-c]pyridin-5-yl}ethan-1-one